ClC=1C(=NC(=NC1)NC1=CC=C(C=C1)N1CCN(CC1)C)NC1=C(C#N)C(=CC=C1)O[C@H](C)C1=C(C=CC=C1)F (R)-2-((5-chloro-2-((4-(4-methylpiperazin-1-yl)phenyl)amino)pyrimidin-4-yl)amino)-6-(1-(2-fluorophenyl)ethoxy)benzonitrile